C(C)(C)(C)OC(=O)N[C@@H]1C(N(C2=C(OC1)C=CC(=C2)OC(C(=O)O)(C)C)C)=O (S)-2-((3-((tert-butoxycarbonyl)amino)-5-methyl-4-oxo-2,3,4,5-tetrahydrobenzo[b][1,4]oxazepin-7-yl)oxy)-2-methylpropanoic acid